C1(=CC=C(C=C1)C[C@@H](CCl)O)C1=CC=CC=C1 (S)-1-(1,1-biphenyl-4-yl)-3-chloro-2-hydroxy-propane